methyl (S)-8-(5-chloro-3-fluoropyridin-2-yl)-5-(1-(4-chlorophenyl)ethyl)-6,9-dioxo-2,5,8-triazaspiro-[3.5]nonane-2-carboxylate ClC=1C=C(C(=NC1)N1CC(N(C2(CN(C2)C(=O)OC)C1=O)[C@@H](C)C1=CC=C(C=C1)Cl)=O)F